((1R,4R,7R)-7-amino-2-azabicyclo[2.2.1]heptan-2-yl)(2-(1-(cyclobutylmethyl)-1,8-dihydropyrrolo[3,2-g]indol-2-yl)-7-fluoro-1-methyl-1H-benzo[d]imidazol-5-yl)methanone N[C@H]1[C@@H]2N(C[C@H]1CC2)C(=O)C2=CC1=C(N(C(=N1)C1=CC=3C=CC=4C=CNC4C3N1CC1CCC1)C)C(=C2)F